Cl.FC1=C(C=CC(=C1)C=1CCNCC1)C#CC#CCCCO 7-(2-fluoro-4-(1,2,3,6-tetrahydropyridin-4-yl)phenyl)hept-4,6-diyne-1-ol hydrochloride